C12OC=C(C(C(=CN1)CO)C2)CO 2-oxa-8-azabicyclo[3.3.1]Nonane-3,6-diene-4,6-dimethanol